8-(6-amino-2-ethylpyridin-3-yl)-N-cyclohexyl-N-ethylquinoline-2-carboxamide NC1=CC=C(C(=N1)CC)C=1C=CC=C2C=CC(=NC12)C(=O)N(CC)C1CCCCC1